(1H-benzo[D]imidazole-2-yl)boric acid N1C(=NC2=C1C=CC=C2)OB(O)O